2,4-dimethoxy-5-(phenylacryl)benzophenone COC1=C(C(=O)C2=CC=CC=C2)C=C(C(=C1)OC)C(=O)C=CC1=CC=CC=C1